ethyl 9,10-difluoro-7-oxo-2,3-dihydro-7H-[1,4]oxazino[2,3,4-ij]quinoline-6-carboxylate FC=1C=C2C(C(=CN3C2=C(C1F)OCC3)C(=O)OCC)=O